ethyl 3-phenyl-2-(4-methylphenylsulfonylamino)-3-bromopropionate C1(=CC=CC=C1)C(C(C(=O)OCC)NS(=O)(=O)C1=CC=C(C=C1)C)Br